(12aR)-10-chloro-9-(2-fluoro-6-hydroxyphenyl)-7-hydroxy-1,2,3,4,12,12a-hexahydro-6H-pyrazino[2,1-c][1,4]benzooxazepin-6-one ClC1=C(C=C(C=2C(N3[C@@H](COC21)CNCC3)=O)O)C3=C(C=CC=C3O)F